O=C1N([C@@H]2CC[C@H](N1C2)C(=O)NNC(=O)C2=CC=NC=C2)OS(=O)(=O)O.[Na] Sodium (2S,5R)-7-oxo-N'-(pyridine-4-ylcarbonyl)-6-(sulfooxy)-1,6-diazabicyclo[3.2.1]octane-2-carbohydrazide